COC1=C(C=CC(=C1)S(=O)(=O)C)NCC#CC=1N(C=2C=CC=C(C2C1)NC1CCC(CC1)N1CCC(CC1)S(=O)(=O)C)CC(F)(F)F 2-(3-((2-methoxy-4-(methylsulfonyl)phenyl)amino)prop-1-yn-1-yl)-N-((1S,4S)-4-(4-(methylsulfonyl)piperidin-1-yl)cyclohexyl)-1-(2,2,2-trifluoroethyl)-1H-indol-4-amine